(5-(1-cyclopropyl)-7-fluoro-3-methyl-2,3-dihydrobenzofuran-4-yl)oxymethyl-sodium phosphate P(=O)(O)(O)O.C1(CC1)C=1C=C(C2=C(C(CO2)C)C1OC[Na])F